3-[[4-[[(2R,3s)-6-[6-[cyclobutyl(methyl)amino]pyrazin-2-yl]-2-isobutyl-3-piperidyl]oxy]-6-(2,6-dimethylphenyl)pyrimidin-2-yl]sulfamoyl]benzoic acid C1(CCC1)N(C1=CN=CC(=N1)C1CC[C@@H]([C@H](N1)CC(C)C)OC1=NC(=NC(=C1)C1=C(C=CC=C1C)C)NS(=O)(=O)C=1C=C(C(=O)O)C=CC1)C